N1C(CCCC1)C1=CC2=C(N=CS2)C=C1 6-(Piperidin-2-yl)benzo[d]thiazole